(2S)-5-[[(Z)-N,N'-bis(tert-butoxycarbonyl)carbamimidoyl]amino]-2-(tert-butoxycarbonylamino)pentanoic acid C(C)(C)(C)OC(=O)N\C(=N/C(=O)OC(C)(C)C)\NCCC[C@@H](C(=O)O)NC(=O)OC(C)(C)C